F[C@H]1CN(CC[C@H]1NC1=CC=CC=2N1N=C(C2CC(F)(F)F)C#CCNC(=O)C=2C=NN(C2O)C)C N-[3-(7-{[(3S,4R)-3-fluoro-1-methylpiperidin-4-yl]amino}-3-(2,2,2-trifluoroethyl)pyrazolo[1,5-a]pyridin-2-yl)prop-2-yn-1-yl]-5-hydroxy-1-methyl-1H-pyrazole-4-carboxamide